N-[(6-Amino-2-pyridyl)sulfonyl]-2-(4,4-dimethyl-1-piperidyl)-6-(3-fluoro-5-isobutoxyphenyl)pyridin-3-carboxamid NC1=CC=CC(=N1)S(=O)(=O)NC(=O)C=1C(=NC(=CC1)C1=CC(=CC(=C1)OCC(C)C)F)N1CCC(CC1)(C)C